ClC=1C=C(C=CC1Cl)C1N(CC(CC1)C)C(C(=O)NC1=NC=CC=C1C(=O)N)=O [[2-[2-(3,4-Dichlorophenyl)-5-methyl-1-piperidyl]-2-oxo-acetyl]amino]pyridine-3-carboxamide